N1C(=CC=C1)/C=C/C(=O)OC(C)(C)C tert-Butyl (E)-3-(1H-pyrrol-2-yl)acrylate